N,N-dimethylanilinium tetrafluoroborate F[B-](F)(F)F.C[NH+](C1=CC=CC=C1)C